3-fluoro-N-methylbicyclo[1.1.1]pentan-1-amine FC12CC(C1)(C2)NC